O=C1NC(CCC1N1C(C2=CC=C(C=C2C1)C(=O)N[C@@H](C(F)(F)F)C1=CC=C(C=C1)OC(F)(F)F)=O)=O 2-(2,6-dioxopiperidin-3-yl)-1-oxo-N-((R)-2,2,2-trifluoro-1-(4-(trifluoromethoxy)phenyl)ethyl)isoindoline-5-carboxamide